N-(3-(5-carbamimidoylthiophen-3-yl)phenyl)-1-(4-chlorophenoxy)cyclopentane-1-carboxamide C(N)(=N)C1=CC(=CS1)C=1C=C(C=CC1)NC(=O)C1(CCCC1)OC1=CC=C(C=C1)Cl